C(CCCCCCC\C=C/C\C=C/CCCCC)(=O)OCCCO 3-hydroxypropyl linoleate